Cl.C[C@@H]1CN(CCN1)C1=NC=C(C=C1)S(F)(F)(F)(F)F (R)-3-Methyl-1-(5-(pentafluoro-λ6-sulfanyl)pyridin-2-yl)piperazine hydrochloride